2-(cyclopropylamino)-3,4-dioxocyclobutane C1(CC1)NC1CC(C1=O)=O